C(C)(=O)N1CCC(CC1)COC1=CC(=C2C(NC(=NC2=C1)CSC1CCN(CC1)C=1C=C2CN(CC2=CC1)C1C(NC(CC1)=O)=O)=O)F 5-(4-(((7-((1-acetylpiperidin-4-yl)methoxy)-5-fluoro-4-oxo-3,4-dihydroquinazolin-2-yl)methyl)thio)piperidin-1-yl)-2-(2,6-dioxopiperidin-3-yl)isoindoline